C[C@@H]1[C@H](NCC1)C(=O)O trans-3-methylproline